C(C)(C)(C)OC(=O)N1CCC2(CC1)OC1=C(C2)C=C(C(=C1)C(=O)O)C(=O)O 1'-(tert-Butyloxycarbonyl)-3H-spiro[benzofuran-2,4'-piperidine]-5,6-dicarboxylic acid